FC=1C=C(C=NC1)[C@@H]1N(CCC1)C1=NC=2N(C=C1)N=CC2C(=O)N[C@@H](CO)C(C)C 5-((R)-2-(5-fluoropyridin-3-yl)pyrrolidin-1-yl)-N-((R)-1-hydroxy-3-methylbutan-2-yl)pyrazolo[1,5-a]pyrimidine-3-carboxamide